[Ga].[Sn]=O tin oxide gallium